3-(6-(5-(((1s,3s)-adamantan-1-yl)amino)pentyl)-2-methyl-4-oxoquinazolin-3(4H)-yl)piperidine-2,6-dione C12(CC3CC(CC(C1)C3)C2)NCCCCCC=2C=C3C(N(C(=NC3=CC2)C)C2C(NC(CC2)=O)=O)=O